silicon sulfamoyl-lithium salt S(N)(=O)(=O)[Li].[Si]